C1(=CC=CC=C1)P(C=1C(=C(SC1C)C)C=1C(=C(SC1C)C)P(C1=CC=CC=C1)C1=CC=CC=C1)C1=CC=CC=C1 [4-(4-Diphenylphosphanyl-2,5-dimethyl-3-thienyl)-2,5-dimethyl-3-thienyl]-diphenyl-phosphan